4-bromo-2-cyclopropyl-1-methyl-5-(1-methylpyrazol-4-yl)imidazole BrC=1N=C(N(C1C=1C=NN(C1)C)C)C1CC1